The molecule is the D-enantiomer of isoleucine. It has a role as a bacterial metabolite and a Saccharomyces cerevisiae metabolite. It is an isoleucine and a D-alpha-amino acid. It is a conjugate base of a D-isoleucinium. It is a conjugate acid of a D-isoleucinate. It is an enantiomer of a L-isoleucine. CC[C@@H](C)[C@H](C(=O)O)N